FC(C1CN(C1)[C@@H]1C[C@@H](N(CC1)CC1=C2C=CNC2=C(C=C1OC)C)C1=CC=C(C(=O)O)C=C1)F 4-((2R,4S)-4-(3-(difluoromethyl)azetidin-1-yl)-1-((5-methoxy-7-methyl-1H-indol-4-yl)methyl)piperidin-2-yl)benzoic acid